BrC1=CC(=C(C=C1)S(=O)(=O)N1CCC(CC1)N1N=CC(=C(C1=O)Cl)NC[C@H]1COCCC1)F (2S)-2-[1-(4-bromo-2-fluoro-phenyl)sulfonyl-4-piperidyl]-4-chloro-5-[[(3S)-tetrahydropyran-3-yl]methylamino]pyridazin-3-one